FC1=C2C=CC=C(C2=CC=C1)N([Si](C)(C)C)[Si](C)(C)C N-(5-Fluoronaphthalen-1-yl)-1,1,1-trimethyl-N-(trimethylsilyl)silanamine